trimethyl-(3-vinylphenoxy)silane C[Si](OC1=CC(=CC=C1)C=C)(C)C